COCC1NCCNC1 2-(methoxymethyl)piperazin